3-(Bromomethyl)-1-(difluoromethoxy)-2,4-difluorobenzene BrCC=1C(=C(C=CC1F)OC(F)F)F